(2R)-4-[(2R)-3-(3,4-dihydro-1H-isoquinolin-2-yl)-2-hydroxy-propyl]-8-[[1-(2-ethoxyethyl)-4-piperidinyl]oxy]-2-methyl-2,3-dihydro-1,4-benzoxazepine C1N(CCC2=CC=CC=C12)C[C@H](CN1C[C@H](OC2=C(C1)C=CC(=C2)OC2CCN(CC2)CCOCC)C)O